3-trihydroxysilylpropylmethyl phosphonate, sodium salt [Na+].P(OCCCC[Si](O)(O)O)([O-])=O